(R)-3,4-Difluoro-N-((1-(4-(hydroxyamino)-1-(1H-indol-5-yl)-4-oxobutan-2-yl)-1H-1,2,3-triazol-4-yl)methyl)benzamid FC=1C=C(C(=O)NCC=2N=NN(C2)[C@H](CC=2C=C3C=CNC3=CC2)CC(=O)NO)C=CC1F